(2S,6S)-6-((4-bromophenoxy)methyl)-2-(2-fluoroethyl)-2-methyl-1,4-dioxane BrC1=CC=C(OC[C@@H]2COC[C@](O2)(C)CCF)C=C1